dimethoxyindanon COC1(C(C2=CC=CC=C2C1)=O)OC